4-(2-((1-((dimethylamino)methyl)-2,2-difluorocyclopropyl)methoxy)-7-(8-ethynyl-7-fluoro-3-Hydroxynaphthalen-1-yl)-6,8-difluoroquinazolin-4-yl)-6-methyl-1,4-oxaazepan-6-ol CN(C)CC1(C(C1)(F)F)COC1=NC2=C(C(=C(C=C2C(=N1)N1CCOCC(C1)(O)C)F)C1=CC(=CC2=CC=C(C(=C12)C#C)F)O)F